CC(C)(COP(=O)([O-])OP(=O)([O-])OC[C@@H]1[C@H]([C@H]([C@@H](O1)N2C=NC3=C(N=CN=C32)N)O)OP(=O)([O-])[O-])[C@H](C(=O)NCCC(=O)NCCSC(=O)CC4=CC=CC=C4)O The molecule is tetraanion of phenylacetyl-CoA arising from deprotonation of phosphate and diphosphate functions. It has a role as a human metabolite. It is a conjugate base of a phenylacetyl-CoA.